COC1=NC=NN2C1=C(C=C2)C=2C=CC1=C(N(C(=N1)C)CC1CN(CCO1)C)C2 2-(6-(4-methoxypyrrolo[2,1-f][1,2,4]triazin-5-yl)-2-methyl-1H-benzimidazol-1-ylmethyl)-4-methylmorpholine